tetramethyloctahydro-1H-3a,7-methanoazulen-6-yl-3-(4-hydroxy-3-methoxyphenyl)acrylate CC1(C(C2CC3C(CCC2(C1)C3)C(C(=O)[O-])=CC3=CC(=C(C=C3)O)OC)(C)C)C